ClC1=C(C=2N=C(N=C(C2C=N1)N1CCCO[C@H]2[C@H]([C@@H]12)F)OC([2H])([2H])[C@]12CCCN2C[C@@H](C1)F)F (1R,7S,8S)-6-(7-chloro-8-fluoro-2-(((2R,7aS)-2-fluorotetrahydro-1H-pyrrolizin-7a(5H)-yl)methoxy-d2)pyrido[4,3-d]pyrimidin-4-yl)-8-fluoro-2-oxa-6-azabicyclo[5.1.0]octane